N-[4-fluoro-5-[1-[5-(morpholin-4-ylmethyl)pyrimidin-2-yl]-2,5-dihydropyrrol-3-yl]-2-[(3R,5S)-3,4,5-trimethylpiperazin-1-yl]phenyl]-6-oxo-4-(trifluoromethyl)-1H-pyridine-3-carboxamide FC1=CC(=C(C=C1C=1CN(CC1)C1=NC=C(C=N1)CN1CCOCC1)NC(=O)C1=CNC(C=C1C(F)(F)F)=O)N1C[C@H](N([C@H](C1)C)C)C